1-(2,6-difluoro-4-methylphenyl)ethan-1-one FC1=C(C(=CC(=C1)C)F)C(C)=O